ClCC(=O)[C@@H]1CC12CCN(CC2)S(=O)(=O)N=CN(C)C (1R)-1-(chloroacetyl)-N-[(dimethylamino)methylene]-6-azaspiro[2.5]octane-6-sulfonamide